(R or S)-3-((3-(ethoxy-methyl)-3-(4-fluoro-phenethyl)pyrrolidin-1-yl)methyl)picolinamide C(C)OC[C@]1(CN(CC1)CC=1C(=NC=CC1)C(=O)N)CCC1=CC=C(C=C1)F |o1:4|